di(pentadecan-7-yl) 3,3'-(((1-(2-(piperidin-1-yl)ethyl)-1H-pyrazol-4-yl)methyl)azanediyl)dipropionate N1(CCCCC1)CCN1N=CC(=C1)CN(CCC(=O)OC(CCCCCC)CCCCCCCC)CCC(=O)OC(CCCCCC)CCCCCCCC